2-oxo-N-(1H-pyrazolo[4,3-c]pyridin-7-yl)-2-[(2R,5S)-5-methyl-2-[2-[rel-(3R)-1,3-dimethyl-4-piperidyl]-1,3-benzothiazol-5-yl]-1-piperidyl]acetamide O=C(C(=O)NC=1C2=C(C=NC1)C=NN2)N2[C@H](CC[C@@H](C2)C)C=2C=CC1=C(N=C(S1)C1[C@H](CN(CC1)C)C)C2 |o1:30|